O=C(C(=O)[O-])CCN1CCCCC1 oxo-4-piperidin-1-ylbutanoate